ClC1=C(C=CC(=C1)OC)C(C)N1CCC1 1-(1-(2-chloro-4-methoxyphenyl)ethyl)azetidin